C(CCCCCCCCCCCCC)(=O)OCC(CCCC)CC 2-ethylhexyl myristate